tert-butyl (3S)-4-(5-(5-(tertbutoxy)-2-cyano-5-oxopentan-2-yl)pyridin-2-yl)-3-methylpiperazine-1-carboxylate C(C)(C)(C)OC(CCC(C)(C#N)C=1C=CC(=NC1)N1[C@H](CN(CC1)C(=O)OC(C)(C)C)C)=O